OC1=C(C=O)C(=CC(=C1)C)OC(C)C 2-Hydroxy-6-isopropoxy-4-methyl-benzaldehyde